(R)-6-(1-aminoethyl)-N-(4-chlorophenyl)-2-morpholinopyrimidin-4-amine N[C@H](C)C1=CC(=NC(=N1)N1CCOCC1)NC1=CC=C(C=C1)Cl